N-((3-fluoropyridin-2-yl)methyl)oxazole-4-carboxamide dihydrochloride Cl.Cl.FC=1C(=NC=CC1)CNC(=O)C=1N=COC1